C1(=CC=CC=C1)C=CCCC 5-phenylpent-4-ene